(3-(4-fluorophenyl)-1-methyl-1H-pyrazol-5-yl)((S)-5-methyl-3-((R)-1,1,1-trifluoro-2-hydroxypropan-2-yl)-5,6-dihydroimidazo[1,5-a]pyrazin-7(8H)-yl)methanone FC1=CC=C(C=C1)C1=NN(C(=C1)C(=O)N1CC=2N([C@H](C1)C)C(=NC2)[C@@](C(F)(F)F)(C)O)C